tert-Butyl N-[(1S,2R,4S)-4-(benzyloxycarbonylamino)-2-[tert-butyl(dimethyl)silyl]oxy-cyclopentyl]carbamate C(C1=CC=CC=C1)OC(=O)N[C@@H]1C[C@H]([C@H](C1)NC(OC(C)(C)C)=O)O[Si](C)(C)C(C)(C)C